ClC1=CC(=C(C=C1)N1CCCN(S1(=O)=O)CC(=O)NC1C2CC3(CC(CC1C3)C2)C(=O)N)C 4-(2-(6-(4-chloro-2-methylphenyl)-1,1-dioxido-1,2,6-thiadiazinan-2-yl)acetamido)adamantan-1-carboxamide